4-(4-fluoro-3-(4-(3-(2-methoxyphenyl)isonicotinyl)piperazine-1-carbonyl)benzyl)phthalazin FC1=C(C=C(CC2=NN=CC3=CC=CC=C23)C=C1)C(=O)N1CCN(CC1)CC1=C(C=NC=C1)C1=C(C=CC=C1)OC